NC=1N=NC(=CC1C1=CC=C(C=C1)N1CCN(CC1)CC(=O)O)C=1C(=NC=CC1)O 2-(4-(4-(3-amino-6-(2-hydroxypyridin-3-yl)pyridazin-4-yl)phenyl)piperazin-1-yl)acetic acid